trans-1-(tert-Butoxycarbonyl)-4-(tetrahydro-2H-pyran-4-yl)pyrrolidine-3-carboxylic acid C(C)(C)(C)OC(=O)N1C[C@H]([C@@H](C1)C1CCOCC1)C(=O)O